tert-butyl 1-(5-(3-fluoro-5-formylpyridin-2-yl)pyrimidin-2-yl)-1H-pyrazole-4-carboxylate FC=1C(=NC=C(C1)C=O)C=1C=NC(=NC1)N1N=CC(=C1)C(=O)OC(C)(C)C